4-(3-Chloro-2-fluoro-6-methoxyphenyl)-N-(5-((2-hydroxyethyl)thio)thiazolo[5,4-d]pyrimidin-2-yl)-6-methylnicotinamide ClC=1C(=C(C(=CC1)OC)C1=CC(=NC=C1C(=O)NC=1SC=2N=C(N=CC2N1)SCCO)C)F